(R)- or (S)-N-((1-(4-(trifluoromethyl)phenyl)-1,2,3,4-tetrahydro-1,5-naphthyridin-3-yl)methyl)acetamide-2,2,2-d3 FC(C1=CC=C(C=C1)N1C[C@H](CC2=NC=CC=C12)CNC(C([2H])([2H])[2H])=O)(F)F |o1:10|